6,7-dimethoxy-4-((1-isopropylpiperidin-4-yl)amino)quinazoline-2-carbonitrile COC=1C=C2C(=NC(=NC2=CC1OC)C#N)NC1CCN(CC1)C(C)C